FC(S(=O)(=O)OC1CN(CC1(F)F)C)(F)F (4,4-difluoro-1-methyl-pyrrolidin-3-yl) trifluoromethanesulfonate